Cl.FC1=CC=C(OCCCCCCC2=CC=C(C=C2)NC(=O)N2CCNCC2)C=C1 N-(4-(6-(4-fluorophenoxy)hexyl)phenyl)piperazine-1-carboxamide hydrochloride